OC1=CC=C(C=C2C(N(C(S2)=NN=C2C(NC3=CC=C(C=C23)Br)=O)C2=CC=C(C=C2)C)=O)C=C1 3-(2-(5-(4-hydroxybenzylidene)-3-(4-methylphenyl)-4-oxothiazolidin-2-ylidene)hydrazono)-5-bromoindol-2-one